4-(7-fluoroimidazo[1,2-a]pyridin-3-yl)-7-((6'-(1-methylpyrrolidin-3-yl)-2,3,5,6,6',7'-hexahydrospiro[pyran-4,5'-pyrrolo[3,4-b]pyridin]-2'-yl)amino)isoindolin-1-one FC1=CC=2N(C=C1)C(=CN2)C2=C1CNC(C1=C(C=C2)NC2=CC=C1C(=N2)CN(C12CCOCC2)C2CN(CC2)C)=O